6-Benzoyl-2-{5-O-[bis(4-methoxyphenyl)(phenyl)methyl]-2-O-[tert-butyl(dimethyl)silyl]-β-D-ribofuranosyl}-6,7,8,9-tetrahydro-2H-2,3,5,6-tetraazabenzo[cd]azulene C(C1=CC=CC=C1)(=O)N1C=2C3=C(N(C=C3CCC1)[C@H]1[C@H](O[Si](C)(C)C(C)(C)C)[C@H](O)[C@H](O1)COC(C1=CC=CC=C1)(C1=CC=C(C=C1)OC)C1=CC=C(C=C1)OC)N=CN2